(S)-quinuclidin-3-yl (7-(4-fluorophenyl)-2,2-dimethyl-1,2,3,4-tetrahydronaphthalen-1-yl)carbamate FC1=CC=C(C=C1)C1=CC=C2CCC(C(C2=C1)NC(O[C@@H]1CN2CCC1CC2)=O)(C)C